(S)-2-((2-(3,6-difluoro-2-methoxy-4-(methylcarbamoyl)phenyl)-7-methylimidazo[1,2-a]pyridin-3-yl)methyl)morpholine-4-carboxylic acid methyl ester COC(=O)N1C[C@@H](OCC1)CC1=C(N=C2N1C=CC(=C2)C)C2=C(C(=C(C=C2F)C(NC)=O)F)OC